tert-butyl 2-((2'-(2-((tert-butoxycarbonyl)(methyl)amino)ethoxy)-2-fluoro-[1,1'-biphenyl]-3-yl)methyl)-4-fluoro-3-((fluoromethyl)sulfonamido)pyrrolidine-1-carboxylate C(C)(C)(C)OC(=O)N(CCOC1=C(C=CC=C1)C1=C(C(=CC=C1)CC1N(CC(C1NS(=O)(=O)CF)F)C(=O)OC(C)(C)C)F)C